N1CCC(CC1)CC1=CC=C(C=C1)CC1CCN(CC1)C(=O)OCC1=CC=CC=C1 benzyl 4-[[4-(4-piperidylmethyl)phenyl]methyl]piperidine-1-carboxylate